2-(1-Oxo-1-(3-(5-(trifluoromethyl)pyrimidin-2-yl)-3,8-diazabicyclo[3.2.1]oct-8-yl)propan-2-yl)-2H-indazole-7-carboxamide O=C(C(C)N1N=C2C(=CC=CC2=C1)C(=O)N)N1C2CN(CC1CC2)C2=NC=C(C=N2)C(F)(F)F